ClC=1C=C(C=CC1)CCC 1-(3-chlorophenyl)propane